2-((S)-1-amino-1,3-dihydrospiro[indene-2,4'-piperidine]-1'-yl)-5-(2,3-dichloropyridin-4-yl)-6-methylpyrimidine-4-carboxamide N[C@@H]1C2=CC=CC=C2CC12CCN(CC2)C2=NC(=C(C(=N2)C(=O)N)C2=C(C(=NC=C2)Cl)Cl)C